CC1([C@H]2CN([C@@H]([C@@H]12)C(=O)O)C([C@H](CC1=CC=NC=C1)NC(C[C@@H]1COCC1)=O)=O)C (1R,2S,5S)-6,6-dimethyl-3-[(2S)-3-(4-pyridyl)-2-[[2-[(3R)-tetrahydrofuran-3-yl]acetyl]amino]propanoyl]-3-azabicyclo[3.1.0]hexane-2-carboxylic acid